(4-methyl-4,5,6,7-tetrahydropyrazolo[1,5-a]pyrazin-2-yl)methanol CC1C=2N(CCN1)N=C(C2)CO